NC1CC=2C(=CC=CC2C12CCN(CC2)C2=NC(=C(N=C2)SC2=C(C(=NC=C2)N)Cl)N)C#N 2-amino-1'-(6-amino-5-((2-amino-3-chloropyridin-4-yl)thio)pyrazin-2-yl)-2,3-dihydrospiro[indene-1,4'-piperidine]-4-carbonitrile